8-((tert-butyldiphenylsilyl)oxy)octanal cobalt(III) [Co+3].[Si](C1=CC=CC=C1)(C1=CC=CC=C1)(C(C)(C)C)OCCCCCCCC=O